BrC=1C=NC=2CCN(C(C2C1)=O)C(C)C1=C(C=CC(=C1)C(F)(F)F)F 3-bromo-6-(1-(2-fluoro-5-(trifluoromethyl)phenyl)ethyl)-7,8-dihydro-1,6-naphthyridin-5(6H)-one